quinolin-3(4H)-one methanesulfonate CS(=O)(=O)O.N1=CC(CC2=CC=CC=C12)=O